5-(2-fluoro-4-nitrophenoxy)-1-methyl-1H-benzo[d][1,2,3]triazole FC1=C(OC2=CC3=C(N(N=N3)C)C=C2)C=CC(=C1)[N+](=O)[O-]